CC1=NC=2N(C(C(=C(N2)C(F)(F)F)C=2C=NN(C2)CC(C(F)(F)F)(F)F)=O)C1 2-methyl-6-[1-(2,2,3,3,3-pentafluoropropyl)pyrazol-4-yl]-7-(trifluoromethyl)imidazo[1,2-a]pyrimidin-5-one